N-[(1S)-1-[3-(6-aminopyridin-3-yl)phenyl]ethyl]-2-methyl-6-(3-methyl-1-benzofuran-5-yl)pyrimidin NC1=CC=C(C=N1)C=1C=C(C=CC1)[C@H](C)N1C(N=CC=C1C=1C=CC2=C(C(=CO2)C)C1)C